ethyl 5-amino-3,6-dihydro-2H-pyran-4-carboxylate NC1=C(CCOC1)C(=O)OCC